2-(7-methoxy-1-naphthyl)acetamide COC1=CC=C2C=CC=C(C2=C1)CC(=O)N